C(C)(C)(C)Br tert.-Butylbromid